BrC1=CC=C(C=C1)[C@H](C(C)C)N1C[C@@H](N(C[C@H]1C)C=1C=2N=C(N(C2N2C(N1)=NN=C2)C[C@H]2OCCC2)C)C 4-((2S,5R)-4-((S)-1-(4-bromophenyl)-2-methylpropyl)-2,5-dimethylpiperazin-1-yl)-2-methyl-1-(((S)-tetrahydrofuran-2-yl)methyl)-1H-[1,2,4]triazolo[3,4-b]purine